N-(2,2-difluoroethyl)-5-fluoro-2-(6-{1-[2-methyl-6-(methylamino)hexane-3-yl]azetidin-3-yl}pyrrolo[1,2-a]pyrazin-8-yl)-N-(isopropyl)benzamide FC(CN(C(C1=C(C=CC(=C1)F)C=1C=C(N2C1C=NC=C2)C2CN(C2)C(C(C)C)CCCNC)=O)C(C)C)F